4-((9-ethyl-9H-carbazol-3-yl)methylamino)butyl-pyrazolo[1,5-a]pyridine-2-carboxamide C(C)N1C2=CC=CC=C2C=2C=C(C=CC12)CNCCCCC=1C(=NN2C1C=CC=C2)C(=O)N